C(=O)C1=CC(=NC=C1)C1=CC(=C2C=CC3=C(C=C(C4=CC=C1C2=C34)C3=NC=CC(=C3)C=O)C3=NC=CC(=C3)C=O)C3=NC=CC(=C3)C=O 1,3,6,8-tetrakis-(4-formylpyridyl)-pyrene